2-{6-[(5,5-dimethyl-4-azaspiro[2.5]oct-7-yl)oxy]pyridazin-3-yl}-5-[1-(2H3)methyl-1H-pyrazol-4-yl]pyridin-3-ol CC1(NC2(CC2)CC(C1)OC1=CC=C(N=N1)C1=NC=C(C=C1O)C=1C=NN(C1)C([2H])([2H])[2H])C